BrC=1C=C(C=C(C1Cl)Cl)CC(CC(=O)O)(Cl)Cl trans-3-(3-bromo-4,5-dichlorophenyl)-2,2-dichloropropane-1-carboxylic acid